IC(=C(C(C(C(C(I)(F)F)(F)F)(F)F)(F)F)F)F 1,6-diiodoperfluorohexaneN